FC1=CC=C(C(=C1C=1NC(=C(N1)C1=CC=CC=C1)C1=CC=CC=C1)O)OC 2-(6-fluoro-2-hydroxy-3-methoxyphenyl)-4,5-diphenylimidazole